copper p-anisonitrile C(C1=CC=C(C=C1)OC)#N.[Cu]